(S)-1'-(6-amino-5-((2,3-dichlorophenyl)thio)pyrazin-2-yl)-5,7-dihydrospiro[cyclopenta[b]pyridine-6,4'-piperidin]-5-amine NC1=C(N=CC(=N1)N1CCC2(CC1)[C@@H](C=1C(=NC=CC1)C2)N)SC2=C(C(=CC=C2)Cl)Cl